6-(6-Chloro-1,9-dimethyl-9H-pyrido[3,4-b]indol-8-yl)-3-methoxy-pyridin-2-ylamine ClC=1C=C2C3=C(N(C2=C(C1)C1=CC=C(C(=N1)N)OC)C)C(=NC=C3)C